C(C)[C@]1(C(OCC=2C(N3CC=4C(=NC=5C=C(C(=C6C5C4C(CC6)(C)CCO)C)F)C3=CC21)=O)=O)O (9S)-9-Ethyl-5-fluoro-9-hydroxy-1-(2-hydroxyethyl)-1,4-dimethyl-1,2,3,9,12,15-hexahydro-10H,13H-benzo[de]pyrano[3',4':6,7]indolizino[1,2-b]quinoline-10,13-dione